ClC1=C(C=C(C=C1)C(=O)N1CCC(CC1)CCCC1CCNCC1)N1CNCC=C1 1-(2-chloro-5-(4-(3-(piperidin-4-yl)propyl)piperidine-1-carbonyl)phenyl)dihydropyrimidine